N'-(3-bromo-2,5-dimethylphenyl)-N-ethyl-N-methylformamidine BrC=1C(=C(C=C(C1)C)N=CN(C)CC)C